SC(CSCCS)SC(CSCCS)S 5,7-dimercapto-1,11-dimercapto-3,6,9-trithiaundecane